FC(C(=O)O)(F)F.C(C)NC(NC1=NC=CC(=C1)CN1CCN(CC1)C=1C=CC(=NC1C(F)(F)F)C(=O)NC)=O 5-(4-((2-(3-ethylureido)pyridin-4-yl)methyl)piperazin-1-yl)-N-methyl-6-(trifluoromethyl)picolinamide trifluoroacetate